2-(4-pyridinyl)benzimidazole N1=CC=C(C=C1)C=1NC2=C(N1)C=CC=C2